3-(4-nitro-1-((2-(trimethylsilyl)ethoxy)methyl)-1H-pyrazol-3-yl)pyrazolo[1,5-a]pyrazine [N+](=O)([O-])C=1C(=NN(C1)COCC[Si](C)(C)C)C=1C=NN2C1C=NC=C2